O[C@@H]1CN(CC[C@H]1C)C(=O)OC(C)(C)C |r| rac-tert-butyl (3S,4R)-3-hydroxy-4-methylpiperidine-1-carboxylate